C(/C1=CC=CC=C1)=C(\C=O)/CCCCC (E)-2-benzylideneheptanal